C1=CC=CC=2C3=CC=CC=C3N(C12)C=1C=C(C=C(C1)N1C2=CC=CC=C2C=2C=CC=CC12)C1=CC=CC=2C3=CC=CC=C3NC12 [3,5-Di(9H-carbazol-9-yl)phenyl]-9H-carbazol